2-(4-((2S,5R)-2,5-Dimethyl-4-pivaloylpiperazin-1-yl)-5-(2-fluorophenyl)-7H-pyrrolo[2,3-d]pyrimidin-7-yl)isonicotinonitrile C[C@@H]1N(C[C@H](N(C1)C(C(C)(C)C)=O)C)C=1C2=C(N=CN1)N(C=C2C2=C(C=CC=C2)F)C=2C=C(C#N)C=CN2